C(C)OC(=O)N1CC(C(C1)=O)(C(=O)O)C 3-methyl-4-oxopyrrolidine-1,3-dicarboxylic acid 1-ethyl ester